(((((1R,2S,5R)-2-carbamoyl-7-oxo-1,6-diazabicyclo[3.2.1]oct-6-yl) oxy) sulfonyl) oxy)-2,2,3,3-tetramethylbutylpropanoate C(N)(=O)[C@H]1N2C(N([C@H](CC1)C2)OS(=O)(=O)OC(C(=O)[O-])(C)CC(C(C)(C)C)(C)C)=O